2-[2-(4-Butylphenyl)ethynyl]-1,3-difluoro-5-isothiocyanato-benzene C(CCC)C1=CC=C(C=C1)C#CC1=C(C=C(C=C1F)N=C=S)F